COC=1C=C(C=CC1OCC1=CC=C(C=C1)C)/C=C/C(=O)O (E)-3-(3-methoxy-4-((4-methylbenzyl)oxy)phenyl)acrylic acid